2-chloro-N-({2-[cyclopropyl(deutero)methoxy]-3,5-difluorophenyl}methyl)-5-{2-acetamidoimidazo[1,2-b]pyridazin-6-yl}pyridine-3-carboxamide ClC1=NC=C(C=C1C(=O)NCC1=C(C(=CC(=C1)F)F)OC([2H])C1CC1)C=1C=CC=2N(N1)C=C(N2)NC(C)=O